FC1=CC(=C(C(=C1)C(C)C)NC(=O)N=S(=O)(N)C=1C=NC2=CC=CC=C2C1)C(C)C N'-((4-fluoro-2,6-diisopropyl-phenyl)carbamoyl)quinoline-3-sulfonimidamide